ethoxyisopropyl ether C(C)OC(C)(C)OC(C)(C)OCC